(3-bromo-9H-carbazol-9-yl)-2-(1,3-dioxoisoindolin-2-yl)propionic acid BrC=1C=CC=2N(C3=CC=CC=C3C2C1)C(C(=O)O)(C)N1C(C2=CC=CC=C2C1=O)=O